C1(=C(C=CC=C1)NC(=N)N)C 1-(o-tolyl)guanidine